C(C1=CC=CC=C1)N(C)CC(=C)C(C(CC1=CC=C(C=C1)Cl)C1=CC=CC=C1)=O 2-((benzyl-(methyl)amino)methyl)-5-(4-chlorophenyl)-4-phenylpent-1-en-3-one